ClC=1C=C(C(=NC1)OC)S(=O)(=O)NC=1C(=C(C(=CC1)F)C=1C(N(C=2N(C1)C=NC2C(=O)NC)C)=O)F 3-[3-(5-Chloro-2-methoxypyridine-3-sulfonamido)-2,6-difluorophenyl]-N,1-dimethyl-2-oxoimidazolo[1,5-a]pyrimidine-8-carboxamide